F[C@]1(CN(CC[C@H]1O)C1=NC=CC(=N1)NC=1N=CC2=C(N=CC(=C2C1)[C@H](CO)C)N1[C@@H]([C@@H](C1)F)C)C (3S,4R)-3-fluoro-1-(4-((8-((2R,3R)-3-fluoro-2-methylazetidin-1-yl)-5-((R)-1-hydroxy-propan-2-yl)-2,7-naphthyridin-3-yl)amino)pyrimidin-2-yl)-3-methylpiperidin-4-ol